(R)-tert-butyl (1-(7-acrylamido-2-(4-methylpiperazin-1-yl)quinazolin-4-yl)pyrrolidin-3-yl)carbamate C(C=C)(=O)NC1=CC=C2C(=NC(=NC2=C1)N1CCN(CC1)C)N1C[C@@H](CC1)NC(OC(C)(C)C)=O